4-(((1R,4r)-4-(3-((1R,3R,5S,7R)-3,5-dimethyladamantan-1-yl)ureido)cyclohexyl)oxy)phenyl acetate C(C)(=O)OC1=CC=C(C=C1)OC1CCC(CC1)NC(=O)NC12C[C@]3(C[C@](CC(C1)C3)(C2)C)C